The molecule is a omega-amino fatty acid that is nonanoic acid substituted by an amino group at position 9. It has a role as a metabolite. It derives from a nonanoic acid. C(CCCCN)CCCC(=O)O